3-(pyrazolopyridinyl)-1H-pyrazol-4-amine N1N=C(C2=C1C=CC=N2)C2=NNC=C2N